FC(C1=CC=C(C=N1)NC1CCN(CC1)C(=O)OC(C)(C)C)(F)F tert-butyl 4-((6-(trifluoromethyl)pyridin-3-yl)amino)piperidine-1-carboxylate